tert-Butyl (3S)-3-[3-(4-tert-butyl-2-pyridyl)-3-(tert-butylsulfinylamino) propyl]pyrrolidine-1-carboxylate C(C)(C)(C)C1=CC(=NC=C1)C(CC[C@@H]1CN(CC1)C(=O)OC(C)(C)C)NS(=O)C(C)(C)C